FC=1C=C(C=C(C1CN1CCOCC1)F)C=1C=CC=C2N=CC(=NC12)C=1C=NN(C1)C1CCN(CC1)C(CNC=1C=C2C(N(C(C2=CC1)=O)C1C(NC(CC1)=O)=O)=O)=O 5-((2-(4-(4-(8-(3,5-difluoro-4-(morpholinomethyl)phenyl)quinoxalin-2-yl)-1H-pyrazol-1-yl)piperidin-1-yl)-2-oxoethyl)amino)-2-(2,6-dioxopiperidin-3-yl)isoindoline-1,3-dione